ClC=1C=C(C(=NC1)OC)S(=O)(=O)NC1=C(C(=C(C=C1)F)[C@@H]1N(CC=2N(C1)C=NC2C=2NC=CN2)C)F 5-chloro-N-[2,4-difluoro-3-[(6S)-1-(1H-imidazol-2-yl)-7-methyl-5H,6H,8H-imidazo[1,5-a]pyrazin-6-yl]phenyl]-2-methoxypyridine-3-sulfonamide